(2-cyclopropoxy-4-fluorophenyl){6-[3-(5-fluoro-2-tolyl)-5-(trifluoromethyl)-1-pyrazolyl]-2-aza-2-spiro[3.3]heptyl}methanone C1(CC1)OC1=C(C=CC(=C1)F)C(=O)N1CC2(C1)CC(C2)N2N=C(C=C2C(F)(F)F)C2=C(C=C(C=C2)F)C